C(CCCCCCCCC)OC(CCCCCCCCCCCCC)=O decylmyristate